azaoctadecan NCCCCCCCCCCCCCCCCC